(5R)-3-{6-[(2,2-dimethyl-2,3-dihydro-1-benzofuran-4-yl)oxy]-3-pyridinyl}-5-ethyl-2,4-imidazolidinedione CC1(OC2=C(C1)C(=CC=C2)OC2=CC=C(C=N2)N2C(N[C@@H](C2=O)CC)=O)C